C1(CC1)N(CCC(C(=O)O)NC(=O)OCCC1=NC=CC=C1)CCCCC1=NC=2NCCCC2C=C1 4-[cyclopropyl-[4-(5,6,7,8-tetrahydro-1,8-naphthyridin-2-yl)butyl]amino]-2-[2-(2-pyridyl)ethoxycarbonylamino]butanoic acid